5-methyl-N4-butyrylcytosine CC=1C(=NC(NC1)=O)NC(CCC)=O